ClC1=C(C=CC(=C1)F)CC(=O)NC1=CC(=C(C=C1)COC1=NC=C(C=C1)F)S(N)(=O)=O 2-(2-chloro-4-fluorophenyl)-N-(4-(((5-fluoropyridin-2-yl)oxy)methyl)-3-sulfamoylphenyl)acetamide